[Cl-].[Cl-].C[Si](=[Zr+2](C1CCC2CC=CC=C12)C1CCC2CC=CC=C12)C dimethylsilanediyl-bis(tetrahydroindenyl)zirconium dichloride